2-((4-methylpiperazin-1-yl)methyl)-2-((oleoyloxy)methyl)propane-1,3-diyl dioleate C(CCCCCCC\C=C/CCCCCCCC)(=O)OCC(COC(CCCCCCC\C=C/CCCCCCCC)=O)(COC(CCCCCCC\C=C/CCCCCCCC)=O)CN1CCN(CC1)C